ClC=1N=C2N(C3=C4N(C(=NC14)C1=C(C=CC=C1F)F)CC3)N=CN2 5-chloro-3-(2,6-difluorophenyl)-2,7-dihydro-1H-2a,4,6,7,9,9a-hexaazadicyclopenta[cd,f]azulene